C[Si](CCOCN1N=CC2=CC(=CC=C12)C(=O)OCC)(C)C ethyl 1-((2-(trimethylsilyl) ethoxy) methyl)-1H-indazole-5-carboxylate